aminonitrotyrosine NN([C@@H](CC1=CC=C(C=C1)O)C(=O)O)[N+](=O)[O-]